FC=1C=C(C=CC1C1=CC(=C(C(=C1)F)F)F)C1(CCC(CC1)C1OCC(CC1)CCC)O 1-[3-fluoro-4-(3,4,5-trifluorophenyl)phenyl]-4-(5-propyltetrahydropyran-2-yl)cyclohexanol